C(C1=CC=CC=C1)N(C[C@@H](C)N)C[Si](C)(C)C (R)-N1-benzyl-N1-((trimethylsilyl)-methyl)propane-1,2-diamine